titanium (4+) tetrakis(propan-2-olate) CC(C)[O-].CC(C)[O-].CC(C)[O-].CC(C)[O-].[Ti+4]